C1(=CC=CC=C1)\C=C/C(=O)C1=CC=C(OCC(=O)O)C=C1 2-[4-[(Z)-3-Phenylprop-2-enoyl]phenoxy]acetic acid